ClCC1OCC(C1)C 2-(chloromethyl)-4-methyltetrahydrofuran